N-[(3S)-2,6-dioxo-3-piperidinyl]pyridine-2-carboxamide sodium [Na].O=C1NC(CC[C@@H]1NC(=O)C1=NC=CC=C1)=O